4-iodo-1-(dioxan-2-yl)-1H-pyrazole IC=1C=NN(C1)C1OCCOC1